ClC=1C=C(C=C(C1)Cl)C1=CC(=CC(=N1)OC=1C=CC(=NC1)N1CCN(CC1)CCC(=O)O)CN1CCC(CC1)CS(N)(=O)=O 3-(4-(5-((6-(3,5-dichlorophenyl)-4-((4-(sulfamoylmethyl)piperidin-1-yl)methyl)pyridin-2-yl)oxy)pyridin-2-yl)piperazin-1-yl)propanoic acid